N-(6-(trifluoromethoxy)benzo[d]thiazol-2-yl)piperidine-2-carboxamide FC(OC1=CC2=C(N=C(S2)NC(=O)C2NCCCC2)C=C1)(F)F